COC(=O)C1=C(SC=C1)C methylthiophene-3-carboxylic acid methyl ester